1,2,3,6-tetrafluorobenzene FC1=C(C(=CC=C1F)F)F